Tert-butyl-((3aR,8bS,E)-3-((((R)-3,4-dimethyl-5-oxo-2,5-dihydrofuran-2-yl)oxy)methylene)-2-oxo-3,3a,4,8b-tetrahydro-2H-indeno[1,2-b]furan-7-yl)carbamate C(C)(C)(C)OC(NC1=CC=C2C[C@H]\3[C@H](OC(/C3=C/O[C@@H]3OC(C(=C3C)C)=O)=O)C2=C1)=O